O1COC2=C1C=CC(=C2)C=O benzo[d][1,3]dioxol-5-carbaldehyde